7-[3-(prop-2-enamido)phenyl]quinoline-2-carboxamide C(C=C)(=O)NC=1C=C(C=CC1)C1=CC=C2C=CC(=NC2=C1)C(=O)N